BrC=1C=C(C(=NC1)I)O 5-bromo-2-iodopyridin-3-ol